FC1=C(C=C(C(=C1)C)C1=CC(=NC(=C1)N1CCOCC1)OC[C@@H](C)O)NC(=O)N1C[C@H](CC1)CC(F)(F)F (R)-N-(2-fluoro-5-(2-((R)-2-hydroxypropoxy)-6-morpholinopyridin-4-yl)-4-methylphenyl)-3-(2,2,2-trifluoroethyl)pyrrolidine-1-carboxamide